5-[4-(2-methoxy-6-methylbenzoylamino)phenyl]-1H-naphtho[1,2-b][1,4]diazepine-2,4(3H,5H)-dione COC1=C(C(=O)NC2=CC=C(C=C2)N2C3=C(NC(CC2=O)=O)C2=CC=CC=C2C=C3)C(=CC=C1)C